FC1=C(C(=CC=C1OC)F)N1C=NC2=CC=CC=C2C1 3-(2,6-difluoro-3-methoxyphenyl)-3,4-dihydroquinazolin